3-hydroxymethyl-morpholine OCC1NCCOC1